C(C=C)(=O)OC(C(C(C(C(F)(F)OC(C=C)=O)(F)F)(F)F)(F)F)(F)F perfluoropentane-1,5-diyl diacrylate